imidazolidinylvanillic acid N1(CNCC1)C1=C(C(=O)O)C=CC(=C1OC)O